O=C1NC(CC[C@H]1NC(=O)C1CCNC2=CC=CC=C12)=O N-[(3R)-2,6-dioxo-3-piperidinyl]-1,2,3,4-tetrahydroquinoline-4-carboxamide